O=C1[C@H](CC=CCCCC(=O)[O-])[C@H](CC1)C=CCCCCCC 9-oxoprosta-5,13-dien-1-oate